COC1=CC=[N+](C2=CC(=CC=C12)C(=O)OC)[O-] 4-methoxy-7-(methoxycarbonyl)quinoline 1-oxide